3-((5-(aminomethyl)-1-propyl-1H-indol-2-yl)methyl)-5-fluoro-1-(2,2,2-trifluoroethyl)-1,3-dihydro-2H-benzo[d]imidazol-2-one NCC=1C=C2C=C(N(C2=CC1)CCC)CN1C(N(C2=C1C=C(C=C2)F)CC(F)(F)F)=O